(R)-5-aminopiperidin-2-one hydrochloride Cl.N[C@@H]1CCC(NC1)=O